(Z)-5-((3,5-difluorobenzyl)amino)-3-((4-methyl-1H-imidazol-5-yl)methylene)indolin-2-one FC=1C=C(CNC=2C=C3/C(/C(NC3=CC2)=O)=C/C2=C(N=CN2)C)C=C(C1)F